1λ3,2λ3,3λ3,4λ3,5λ3-cyclopentyldiphenylphosphine [C]1([CH][CH][CH][CH]1)P(C1=CC=CC=C1)C1=CC=CC=C1